3-ureidopropionate N(C(=O)N)CCC(=O)[O-]